N-(5-((2-methoxy-3-(1-methyl-1H-1,2,4-triazol-3-yl)phenyl)amino)-6-propionylpyridazin-3-yl)cyclopropanecarboxamide COC1=C(C=CC=C1C1=NN(C=N1)C)NC=1C=C(N=NC1C(CC)=O)NC(=O)C1CC1